FC=1C=C2C(=NN(C2=CC1N1CCC2(OCCO2)CC1)C)N1C(NC(CC1)=O)=O 1-(5-fluoro-1-methyl-6-(1,4-dioxa-8-azaspiro[4.5]decan-8-yl)-1H-indazol-3-yl)dihydropyrimidine-2,4(1H,3H)-dione